COC(=O)C1=C(C=2C=3N(C=CC2S1)N=C(C3)O)Br 9-bromo-2-hydroxypyrazolo[1,5-a]thieno[3,2-c]pyridine-8-carboxylic acid methyl ester